biphenyl azide phosphate P(=O)([O-])([O-])[O-].[N-]=[N+]=[N-].C1(=CC=CC=C1)C1=CC=CC=C1